C(C)(=O)N1CCC(CC1)N1N=CC(=C1)C=O 1-(1-acetyl-4-piperidyl)pyrazole-4-carbaldehyde